C1(CCCC1)OCC1=C(C=CC(=C1)NC1(CCN(CC1)C(=O)OC)C(=O)O)C1=CC(=C(C(=C1)OC)C)O 4-((2-((cyclopentyloxy)methyl)-3'-hydroxy-5'-methoxy-4'-methyl-[1,1'-biphenyl]-4-yl)amino)-1-(methoxycarbonyl)piperidine-4-carboxylic acid